FC=1C=2N(C=C(C1)C=1N=C3C(=NC1)N=C(S3)OC3CC(NC(C3)(C)C)(C)C)C=C(N2)C 6-(8-fluoro-2-methylimidazo[1,2-a]pyridin-6-yl)-2-[(2,2,6,6-tetramethylpiperidin-4-yl)oxy][1,3]thiazolo[4,5-b]pyrazine